Cl.NCCC(=O)OCCCC butyl 3-aminopropanoate hydrochloride